ONC1=NC(=NC(=C1)C(C)C)NC(=O)NC1=CC2=CC=CC=C2C=C1 1-(4-(hydroxyamino)-6-isopropylpyrimidin-2-yl)-3-(naphthalen-2-yl)urea